C(C)(C)(C)N1N=C(C=C1NC1=C2CCCS(C2=C(C=C1)Cl)(=O)=O)[C@@H]1C[C@@H](CC1)O 5-((1-(tert-butyl)-3-((1S,3R)-3-hydroxycyclopentyl)-1H-pyrazol-5-yl)amino)-8-chlorothiochromane 1,1-dioxide